N1=NC=C(C=C1)N1N=C(C=C1)C(=O)N 1-(pyridazin-4-yl)-1H-pyrazole-3-carboxamide